BrC=1C(=C(C=CC1)C(C)C=1N=C(N2C1C=CC=C2)C2=C(C=CC(=C2)OC=2C(=C1C=CNC1=CC2F)F)F)F 1-[1-(3-bromo-2-fluoro-phenyl)ethyl]-3-[5-[(4,6-difluoro-1H-indol-5-yl)oxy]-2-fluoro-phenyl]imidazo[1,5-a]pyridine